C(C)(C)(C)OC(=O)N1C(C2(C1)CNCC2)C=2N=CN=NC2OC2=C(C=C(C=C2)F)C(N(C(C)C)CC)=O (6-(2-(ethyl-(isopropyl)carbamoyl)-4-fluoro-phenoxy)-1,2,4-triazin-5-yl)-2,6-diazaspiro[3.4]octane-2-carboxylic acid tert-butyl ester